BrC=1C=C2C(=CC1)NC([C@@]21CN([C@@H](C1)C(N)=O)C([C@H](CC(C)C)N(C(OC(C)(C)C)=O)C)=O)=O Tert-butyl ((S)-1-((3R,5'S)-5-bromo-5'-carbamoyl-2-oxospiro[indoline-3,3'-pyrrolidin]-1'-yl)-4-methyl-1-oxopentan-2-yl)(methyl)carbamate